FC1=C(CN2C(N(C3=C2C=CC=C3)C3CN(C3)C(=O)OC(C)(C)C)=O)C=CC(=C1)C(=O)OC tert-butyl 3-(3-(2-fluoro-4-(methoxycarbonyl)benzyl)-2-oxo-2,3-dihydro-1H-benzo[d]imidazole-1-yl)azetidine-1-carboxylate